Perfluorohex-1-ene FC(=C(C(C(C(C(F)(F)F)(F)F)(F)F)(F)F)F)F